5-(4-chlorophenyl)-N-methyl-N-[2-(N-methyl-vinyl-sulfonylamino)ethyl]furan-2-formamide ClC1=CC=C(C=C1)C1=CC=C(O1)C(=O)N(CCN(C)S(=O)(=O)C=C)C